2,4-dichlorobenzoyl-aminocyclopropanoic acid ClC1=C(C(=O)C2C(C2)(C(=O)O)N)C=CC(=C1)Cl